N-(morpholin-2-ylmethyl)pyrimidin-2-amine N1CC(OCC1)CNC1=NC=CC=N1